C(C)(C)N1CCN(CC1)C1CCC(CC1)NC(=O)C1=CC2=C(NN=C2C)S1 N-((1r,4r)-4-(4-isopropylpiperazin-1-yl)cyclohexyl)-3-methyl-1H-thieno[2,3-c]pyrazole-5-carboxamide